3-(3-(3-((2-((2-Chlorophenyl)amino)-5-(ethoxycarbonyl)pyrimidin-4-yl)amino)propyl)thioureido)propanoic acid ClC1=C(C=CC=C1)NC1=NC=C(C(=N1)NCCCNC(NCCC(=O)O)=S)C(=O)OCC